N1(N=CN=C1)C1=CC=C(N=N1)C(=O)O 6-(1H-1,2,4-triazol-1-yl)pyridazine-3-carboxylic acid